azetidin-3-yl(8-bromo-2,3-dihydro-4H-pyrido[4,3-b][1,4]oxazin-4-yl)methanone N1CC(C1)C(=O)N1C2=C(OCC1)C(=CN=C2)Br